19-carboxynonadecanoic acid C(=O)(O)CCCCCCCCCCCCCCCCCCC(=O)O